C1(CC1)C=1C=C2C(N(C(NC2=CC1F)=O)C1=CN=CC2=CC=CC=C12)=O 6-cyclopropyl-7-fluoro-3-(isoquinolin-4-yl)quinazoline-2,4(1H,3H)-dione